propionic acid-2,4,5-trifluorobenzyl ester FC1=C(COC(CC)=O)C=C(C(=C1)F)F